3-[1-(ethylamino)ethyl]pyridin-2-amine C(C)NC(C)C=1C(=NC=CC1)N